C1(=CC=CC=C1)NC(=O)NS(=O)(=O)C=1OC=C(C1)C(C)(C)O phenyl-3-([4-(2-hydroxypropan-2-yl)furan-2-yl]sulfonyl)urea